5-fluoropyridine-2-carboxylate FC=1C=CC(=NC1)C(=O)[O-]